N-(6-(7-(1-(1H-1,2,4-triazol-1-yl)ethyl)-5-chloro-6-fluoro-1H-indazol-4-yl)imidazo[1,2-a]pyrazin-2-yl)-2-fluorocyclopropane-1-carboxamide N1(N=CN=C1)C(C)C=1C(=C(C(=C2C=NNC12)C=1N=CC=2N(C1)C=C(N2)NC(=O)C2C(C2)F)Cl)F